2,6-dimethoxy-N-(8-methoxy-4,5-dihydronaphtho[2,1-d]isoxazol-3-yl)benzenesulfonamide COC1=C(C(=CC=C1)OC)S(=O)(=O)NC1=NOC2=C1CCC1=CC=C(C=C12)OC